4'-hydroxy-3,4-dimethyl-trans-stilbene OC1=CC=C(/C=C/C2=CC(=C(C=C2)C)C)C=C1